ClC=1C=CC(=C(C1)NC1C2=C(C=3N(CC1)N=NC3C)C=CC(=C2)C=2CCN(CC2)C(C)=O)F 1-(4-(7-((5-chloro-2-fluorophenyl)amino)-1-methyl-6,7-dihydro-5H-benzo[c][1,2,3]triazolo[1,5-a]azepin-9-yl)-3,6-dihydropyridin-1(2H)-yl)ethan-1-one